ethyl (S)-6-(2-(3-(tert-butoxy)-2-((tert-butoxycarbonyl)amino)-3-oxopropyl)thiazol-4-yl)pyrazolo[1,5-a]pyrimidin-2-carboxylate C(C)(C)(C)OC([C@H](CC=1SC=C(N1)C=1C=NC=2N(C1)N=C(C2)C(=O)OCC)NC(=O)OC(C)(C)C)=O